Methyl 1-(3-(4-bromophenyl) oxetan-3-yl)-4-(propan-1-yn-1-yl)-1H-indazole-7-carboxylate BrC1=CC=C(C=C1)C1(COC1)N1N=CC2=C(C=CC(=C12)C(=O)OC)C#CC